8-fluoro-4-isopropyl-6-(4,4,5,5-tetramethyl-1,3,2-dioxaborolan-2-yl)-3,4-dihydro-2H-benzo[b][1,4]oxazine FC1=CC(=CC2=C1OCCN2C(C)C)B2OC(C(O2)(C)C)(C)C